NC1=CC=C(C=C1)C1=NOC(=N1)C1CCN(CC1)C(=O)OC(C)(C)C 2-Methylpropan-2-yl 4-[3-(4-aminophenyl)-1,2,4-oxadiazol-5-yl]piperidine-1-carboxylate